2-methyl-4-(4-(trifluoromethyl)phenyl)quinazoline CC1=NC2=CC=CC=C2C(=N1)C1=CC=C(C=C1)C(F)(F)F